(5-amino-2-((3-methyloxetan-3-yl)amino)pyrido[4,3-d]pyrimidin-8-yl)-2-fluorophenol NC1=NC=C(C=2N=C(N=CC21)NC2(COC2)C)C=2C(=C(C=CC2)O)F